C(OCC1OCCCC1)(=S)SC S-methyl O-((tetrahydro-2H-pyran-2-yl)methyl) carbonodithioate